2-(4-ethoxyphenyl)-7-(methylsulfonyl)benzo[d]imidazo[2,1-b]thiazole C(C)OC1=CC=C(C=C1)C=1N=C2SC3=C(N2C1)C=CC(=C3)S(=O)(=O)C